2-bromo-6-methyl-5-(1-(4-(methylsulfonyl)piperazin-1-yl)ethyl)indolizine-7-carboxylic acid BrC=1C=C2C=C(C(=C(N2C1)C(C)N1CCN(CC1)S(=O)(=O)C)C)C(=O)O